CC1=NOC(=N1)C=1C(=NC(=NC1OC)OC)OC 3-methyl-5-(2,4,6-trimethoxypyrimidin-5-yl)-1,2,4-oxadiazole